[6-[(3-cyclopropyl-5-methyl-pyrazol-1-yl)methyl]-2-azaspiro[3.3]heptan-2-yl]-[6-(3-cyclopropyl-1H-1,2,4-triazol-5-yl)-2-azaspiro[3.3]heptan-2-yl]methanone C1(CC1)C1=NN(C(=C1)C)CC1CC2(CN(C2)C(=O)N2CC3(C2)CC(C3)C3=NC(=NN3)C3CC3)C1